3-[[(1R)-1-[3,6-Dimethyl-2-(1-methylpyrazol-4-yl)-4-oxo-chromen-8-yl]ethyl]amino]pyridine-2-sulfonamide CC1=C(OC2=C(C=C(C=C2C1=O)C)[C@@H](C)NC=1C(=NC=CC1)S(=O)(=O)N)C=1C=NN(C1)C